C(C)(=O)NC1=C2N=CN(C2=NC=N1)C[C@@H](C)OCP1(OCC(CO1)CCC(=O)OCC)=O (R)-ethyl 3-(2-(((1-(6-acetamido-9H-purin-9-yl)propan-2-yl)oxy)methyl)-2-oxo-1,3,2-dioxaphosphinan-5-yl)propanoate